(S)-3-chloro-4-((3,5-difluoropyridin-2-yl)methoxy)-2'-(2-(2-hydroxypropan-2-yl)thiazol-4-yl)-5'-methyl-6-(methyl-d3)-2H-[1,4'-bipyridin]-2-one ClC=1C(N(C(=CC1OCC1=NC=C(C=C1F)F)C([2H])([2H])[2H])C1=CC(=NC=C1C)C=1N=C(SC1)C(C)(C)O)=O